C(#N)C1=CC(=C(COC2=CC=CC(=N2)N2CCN(C3CC23)C(=O)OC(C)(C)C)C=C1)F tert-butyl 5-(6-((4-cyano-2-fluorobenzyl) oxy) pyridin-2-yl)-2,5-diazabicyclo[4.1.0]heptane-2-carboxylate